BrC1=CC(=CC(=C1)C)C(F)F 1-bromo-3-(difluoromethyl)-5-methyl-benzene